CC1=CC=C(C=C1)S(=O)(O)=S.BrC1=CC(=C(N(CC2=CC=C(C=C2)OC)CC2=CC=C(C=C2)OC)C=C1F)F 4-Bromo-2,5-difluoro-N,N-bis[(4-methoxyphenyl)methyl]aniline 4-methylbenzenesulphonothioate